CC1C(CCC(C1)C)C 1,2,5-trimethylcyclohexane